BrC1=C(CO[Si](C)(C)C(C)(C)C)C=C(C=C1)F (2-bromo-5-fluorobenzyloxy)(tert-butyl)dimethylsilane